1,1,3-tribromo-3-methyl-1,3-disilacyclohexane Br[Si]1(C[Si](CCC1)(C)Br)Br